BrC1=CC=CC(=N1)C1(CC1)N(C(OC(C)(C)C)=O)C tert-butyl (1-(6-bromopyridin-2-yl)cyclopropyl)(methyl)carbamate